OC1(CC1)C=1NC(=NN1)C1CC2(CN(C2)C(=O)N2CC3(C2)CC(C3)CC=3C=NC(=CC3)C(F)(F)F)C1 [6-[5-(1-hydroxycyclopropyl)-4H-1,2,4-triazol-3-yl]-2-azaspiro[3.3]heptan-2-yl]-[6-[[6-(trifluoromethyl)-3-pyridyl]methyl]-2-azaspiro[3.3]heptan-2-yl]methanone